ethyl-2-(4-methoxybenzylidene)-3-oxobutanoate C(C)OC(C(C(C)=O)=CC1=CC=C(C=C1)OC)=O